O[C@H](CO)C1=C2C(=NN(C2=CC=C1)C1=CC=C(C=C1)OC(F)(F)F)CNC(C=C)=O (S)-N-((4-(1,2-dihydroxyethyl)-1-(4-(trifluoromethoxy)phenyl)-1H-indazol-3-yl)methyl)acrylamide